C1(CC1)C([C@@H](C(=O)NC1=CC=C(C=C1)C=1C(=NNC1C)C)NC(C1=CC=CC=C1)=O)C1CC1 N-[(1S)-1-(dicyclopropylmethyl)-2-[4-(3,5-dimethyl-1H-pyrazol-4-yl)anilino]-2-oxo-ethyl]benzamide